(R)-4-(5-methyl-7-oxo-6,7-dihydro-5H-cyclopenta[d]pyrimidin-4-yl)piperazinenicotinamide chloride hydrochloride Cl.[Cl-].C[C@@H]1CC(C=2N=CN=C(C21)N2CCN(CC2)C2=CC=NC=C2C(=O)N)=O